NC=1C2=C(N=CN1)N(C=C2C=2C(=C1CCN(C1=CC2)C(=O)OC(C)(C)C)F)CCO TERT-BUTYL 5-(4-AMINO-7-(2-HYDROXYETHYL)-7H-PYRROLO[2,3-D]PYRIMIDIN-5-YL)-4-FLUOROINDOLINE-1-CARBOXYLATE